OC(=O)C(F)(F)F.COC(=O)C1=NC(=NC=C1)N1CCC(CC1)C(=O)O 1-(4-Methoxycarbonylpyrimidin-2-yl)piperidine-4-carboxylic Acid TFA Salt